3-ethyl-5-fluorophenol C(C)C=1C=C(C=C(C1)F)O